2-hydroxy-N,N-bismethoxymethylpyrrolidinium OC1[N+](CCC1)(COC)COC